C(C)N1CCN(C(C1)C)CCCC ethyl-4-butyl-5-methylpiperazine